COC=1C=C(C=CC1OC)[C@@H](C)NC(\C=C\C1=CNC2=NC=C(C=C21)C2=CC(=CC=C2)NS(=O)(=O)C)=O (R,E)-N-(1-(3,4-dimethoxyphenyl)ethyl)-3-(5-(3-(methylsulfonamido)phenyl)-1H-pyrrolo[2,3-b]pyridin-3-yl)acrylamide